N[C@H](C(=O)O[C@H]1[C@](O[C@@H]([C@H]1OC(C(C(C)C)N)=O)COC(CC1CCCCC1)=O)(C#N)C1=CC=C2C(=NC=NN21)N)C(C)C (2R,3R,4R,5R)-2-(4-aminopyrrolo[2,1-f][1,2,4]triazin-7-yl)-2-cyano-5-((2-cyclohexylacetoxy)methyl)tetrahydrofuran-3,4-diyl (2S,2'S)-bis(2-amino-3-methylbutanoate)